N1CCC2C1CN(CC2)C(=O)[O-] octahydro-6H-pyrrolo[2,3-c]pyridine-6-carboxylate